(R)-(2-chloro-6-(3-methylmorpholino) pyrimidin-4-yl) methylmethanesulfonate CCS(=O)(=O)OC1=NC(=NC(=C1)N1[C@@H](COCC1)C)Cl